N1=NC=CC2=C1SC1=C2N=CN=C1N pyrimido[4',5':4,5]thieno[2,3-c]pyridazin-8-amine